FC=1C=C(C=CC1OC)S(=O)(=O)N1CCC2(CC(CO2)NC[C@@H](COC=2C=C(C=CC2)S(=O)(=O)NC)O)CC1 3-((2S)-3-(8-(3-fluoro-4-methoxyphenylsulfonyl)-1-oxa-8-azaspiro[4.5]dec-3-ylamino)-2-hydroxypropoxy)-N-methylbenzenesulfonamide